N-(5-((6-methoxypyridin-2-yl)methoxy)-1,3,4-thiadiazol-2-yl)-6-methylpyridine-3-carboxamide COC1=CC=CC(=N1)COC1=NN=C(S1)NC(=O)C=1C=NC(=CC1)C